Ethyl (1R,2R,3aS,10aR)-5-fluoro-1-[(1E,3ξ,4R)-4-(2-fluorophenyl)-3-hydroxy-1-penten-1-yl]-2-hydroxy-2,3,3a,9,10,10a-hexahydro-1H-benzo[b]cyclopenta[f]oxepin-6-carboxylate FC1=C(C=CC2=C1O[C@@H]1[C@H](CC2)[C@H]([C@@H](C1)O)\C=C\C([C@H](C)C1=C(C=CC=C1)F)O)C(=O)OCC